N-(5-chloro-6-(2H-1,2,3-triazol-2-yl)pyridin-3-yl)-8-(1-cyclopropyl-1H-pyrazol-3-yl)-2-fluoro-8-methyl-7,8-dihydro-6H-cyclopenta[e]pyrazolo[1,5-a]pyrimidine-6-carboxamide ClC=1C=C(C=NC1N1N=CC=N1)NC(=O)C1CC(C2=C1C=NC=1N2N=C(C1)F)(C)C1=NN(C=C1)C1CC1